n-docosyl-methyl-propyl-sulfonium chloride [Cl-].C(CCCCCCCCCCCCCCCCCCCCC)[S+](CCC)C